ClC=1C=C2C(=CNC2=CC1)NC(=O)NC1=CC=C(C=C1)NC(/C=C/C(=O)NCCCCCCNC1=C2C(N(C(C2=CC=C1)=O)C1C(NC(CC1)=O)=O)=O)=O (2E)-N'-(4-{[(5-chloro-1H-indol-3-yl)carbamoyl]amino}phenyl)-N-(6-{[2-(2,6-dioxopiperidin-3-yl)-1,3-dioxoisoindol-4-yl]amino}hexyl)but-2-enediamide